FC(C=1N=CC=2N(C1)C(=CN2)C2=NC=CC(=N2)N2CC1(C2)CCN(CC1)C(=O)OC(C)(C)C)(F)F tert-butyl 2-(2-(6-(trifluoromethyl) imidazo[1,2-a]pyrazin-3-yl) pyrimidin-4-yl)-2,7-diazaspiro[3.5]nonane-7-carboxylate